C(CC)C1=CC=C(C(=C1)C=1C(=CC=C(C1)CCC)O)O 5,5'-dipropyl-[1,1'-biphenyl]-2,2'-diol